4-cyano-4-(thiobenzoyl)pentanoic acid C(#N)C(CCC(=O)O)(C)C(C1=CC=CC=C1)=S